ClC1=CC(=C(C=C1)[C@@H](O)[C@H]1OC([C@H]2[C@@H]1OC(O2)(C)C)N2C=CC1=C2N=CN=C1Cl)CO (R)-[4-chloro-2-(hydroxymethyl)phenyl]-[(3aR,6R,6aR)-2,2-dimethyl-4-[(7S)-4-chloropyrrolo[2,3-d]pyrimidin-7-yl]-3a,4,6,6a-tetrahydrofuro[3,4-d][1,3]dioxol-6-yl]methanol